1-(1-methyl-7-(1-(octahydrocyclopenta[c]pyrrol-5-yl)-1H-pyrazol-4-yl)-1H-indazol-3-yl)dihydropyrimidine-2,4(1H,3H)-dione CN1N=C(C2=CC=CC(=C12)C=1C=NN(C1)C1CC2C(CNC2)C1)N1C(NC(CC1)=O)=O